4-Fluoro-2-methoxy-6-methyl-aniline FC1=CC(=C(N)C(=C1)C)OC